(S)-5-(2-((3-chloro-2-((4-chloro-2-fluorobenzyl)oxy)-5,8-dihydro-1,7-naphthyridin-7(6H)-yl)methyl)-3-(oxetan-2-ylmethyl)-3H-imidazo[4,5-c]pyridin-6-yl)-4H-1,2,4-triazole-3-carboxamide ClC=1C(=NC=2CN(CCC2C1)CC1=NC2=C(C=NC(=C2)C=2NC(=NN2)C(=O)N)N1C[C@H]1OCC1)OCC1=C(C=C(C=C1)Cl)F